C(CCCCCCCCCCCCCCCC[13CH3])(=O)O Stearic acid-18-13C